4-Bromo-N'-(O-(tert-butyldimethylsilyl)-N-(3-chloro-4-cyanophenyl)-D-threonyl)benzohydrazide BrC1=CC=C(C(=O)NNC([C@H](NC2=CC(=C(C=C2)C#N)Cl)[C@@H](O[Si](C)(C)C(C)(C)C)C)=O)C=C1